COC1=CC=C(CN2CCC(CC2)C#N)C=C1 1-(4-methoxybenzyl)piperidine-4-carbonitrile